4-Methyl-4-(5-methyl-4-trimethylsilyl-triazol-1-yl)piperidine-1-carboxylic acid tert-butyl ester C(C)(C)(C)OC(=O)N1CCC(CC1)(N1N=NC(=C1C)[Si](C)(C)C)C